N-{cyclooctyl-[4-fluoro-5-(morpholin-4-ylmethyl)-1H-benzoimidazol-2-yl]methyl}-3-methylisoxazole-4-carboxamide C1(CCCCCCC1)C(NC(=O)C=1C(=NOC1)C)C1=NC2=C(N1)C=CC(=C2F)CN2CCOCC2